N[C@@H](CCCNC(N)=N)C(=O)NCC(=O)O L-arginyl-glycine